N-(3-{6-[2-cyclopropyl-1-hydroxyethyl]-4-methylpyridin-3-yl}-1-methyl-2-oxo-1,6-naphthyridin-7-yl)cyclopropanecarboxamide C1(CC1)CC(O)C1=CC(=C(C=N1)C=1C(N(C2=CC(=NC=C2C1)NC(=O)C1CC1)C)=O)C